FC(C(=O)O)C1=CC=C(C=C1)OC1=CC=CC=C1 2-fluoro-2-(4-phenoxyphenyl)acetic acid